1-(1,8-naphthyridin-4-yl)piperidine-4-carboxamide N1=CC=C(C2=CC=CN=C12)N1CCC(CC1)C(=O)N